1-(4-Iodophenyl)-4-methoxy-1,5-dihydro-2H-pyrrol-2-one IC1=CC=C(C=C1)N1C(C=C(C1)OC)=O